1-(3-cyanophenyl)-N-(2-fluoro-5-(hydroxymethyl)phenyl)-3-(trifluoromethyl)-1H-pyrazole-5-carboxamide C(#N)C=1C=C(C=CC1)N1N=C(C=C1C(=O)NC1=C(C=CC(=C1)CO)F)C(F)(F)F